ClC1=C(C=2N=C(N=C(C2C=N1)N1C[C@H]2CC[C@@H](C1)N2C(=O)OC(C)(C)C)OCC(F)(F)F)F tert-butyl (1R,5S)-3-(7-chloro-8-fluoro-2-(2,2,2-trifluoroethoxy)pyrido[4,3-d]pyrimidin-4-yl)-3,8-diazabicyclo[3.2.1]Octane-8-carboxylate